(1R,3s)-3-((6-(3-((2-((1S)-1-((tetrahydro-2H-pyran-2-yl)oxy)ethyl)-1H-imidazol-1-yl)methyl)isoxazol-5-yl)pyridin-3-yl)ethynyl)cyclobutan-1-ol O1C(CCCC1)O[C@@H](C)C=1N(C=CN1)CC1=NOC(=C1)C1=CC=C(C=N1)C#CC1CC(C1)O